1-(2-acetyl-4-fluorophenyl)-5-((5-bromo-1-ethyl-1H-pyrazol-4-yl)methyl)-1H-pyrazole C(C)(=O)C1=C(C=CC(=C1)F)N1N=CC=C1CC=1C=NN(C1Br)CC